1-(5-(1-(2,6-dichlorophenyl)azetidin-3-yl)-2,3-dihydro-1H-inden-1-yl)piperidine-4-carboxylic acid methyl ester COC(=O)C1CCN(CC1)C1CCC2=CC(=CC=C12)C1CN(C1)C1=C(C=CC=C1Cl)Cl